NCC(=O)NC=1C=NC=C(C1)C1=CC2=C(C=C1OC)OCC1=C2N(N=C1C(=O)N1C(COCC1)(C)C)C1=CC(=CC(=C1)Cl)Cl 2-amino-N-(5-(1-(3,5-dichlorophenyl)-3-(3,3-dimethylmorpholine-4-carbonyl)-7-methoxy-1,4-dihydrochromeno[4,3-c]pyrazol-8-yl)pyridin-3-yl)acetamide